FC=1C(=C(C=CC1)C(C)=O)[N+](=O)[O-] 1-(3-fluoro-2-nitrophenyl)ethanone